C(C)OC=1C=C(C=CC1)C=1C=NC(=NC1)C1=NC2=CC=C(C=C2C(=C1)C(=O)O)F 2-(5-(3-ethoxyphenyl)pyrimidin-2-yl)-6-fluoroquinoline-4-carboxylic acid